5,6-dihydro-[1,2,4]triazolo[1,5-a]pyrazine-7(8H)-carboxylic acid N=1C=NN2C1CN(CC2)C(=O)O